3-(6,7-dimethoxy-1-oxobenzo[4,5]thieno[2,3-c]pyridin-2(1H)-yl)propanoic acid COC=1C(=CC2=C(C3=C(C(N(C=C3)CCC(=O)O)=O)S2)C1)OC